5-((3-(5-chloropyridin-2-yl)-1,2,4-oxadiazol-5-yl)amino)-N'-hydroxypyrazine-2-carboximidamide ClC=1C=CC(=NC1)C1=NOC(=N1)NC=1N=CC(=NC1)C(N)=NO